(R)-2-[4-(6-chloro-2-benzoxazolyl-oxy)phenoxy]propionic acid ClC1=CC2=C(N=C(O2)OC2=CC=C(O[C@@H](C(=O)O)C)C=C2)C=C1